ethyl (1R,2S,3S,4R)-3-((5-chloro-2-(5-fluoro-1-tosyl-1H-pyrrolo[2,3-b]pyridine-3-yl)pyrrolo[2,1-f][1,2,4]triazin-4-yl)amino)bicyclo[2.2.2]octane-2-carboxylate ClC=1C=CN2N=C(N=C(C21)N[C@@H]2[C@H](C1CCC2CC1)C(=O)OCC)C1=CN(C2=NC=C(C=C21)F)S(=O)(=O)C2=CC=C(C)C=C2